NC=1C(NC(N(N1)C1=CC(=C(OC=2C=C3C(=CC(=NC3=CC2)C2=CC(=C(C#N)C=C2)F)C)C(=C1)Cl)Cl)=O)=O 4-(6-(4-(6-amino-3,5-dioxo-4,5-dihydro-1,2,4-Triazin-2(3H)-yl)-2,6-dichlorophenoxy)-4-methylquinolin-2-yl)-2-fluorobenzonitrile